FC1=C(OC2CCN(CC2)C=2N=C3C(=NC2C=2C=NN(C2)C)C=NC(=C3)C(C(C)(O)C)O)C=CC(=C1)F 1-(2-(4-(2,4-difluorophenoxy)piperidin-1-yl)-3-(1-methyl-1H-pyrazol-4-yl)pyrido[3,4-b]pyrazin-7-yl)-2-methylpropane-1,2-diol